bismuth oxychloride carbon [C].Cl[Bi]=O